N-[(4,5-difluoro-1H-benzimidazol-2-yl)methyl]-2-methylsulfanyl-pyrazolo[1,5-a][1,3,5]triazin-4-amine FC1=C(C=CC=2NC(=NC21)CNC2=NC(=NC=1N2N=CC1)SC)F